2-Dichloromethyl-2-methyl-1,3-dioxolane ClC(C1(OCCO1)C)Cl